ClC=1C(=NC=CC1C1=C(C(=CC=C1)C1=NC(=C(C=C1)CNC[C@H](C)O)OC)Cl)C=1C=C2CCN(CC2=C(C1)OC)CCC(=O)OC Methyl (S)-3-(6-(3-chloro-4-(2-chloro-3-(5-(((2-hydroxypropyl)amino) methyl)-6-methoxypyridin-2-yl)phenyl)pyridin-2-yl)-8-methoxy-3,4-dihydroisoquinolin-2(1H)-yl)propanoate